C1(C=CC(N1CCCCCC(=O)N([C@@H](C(C)C)C(=O)O)C(CCCCCN1C(C=CC1=O)=O)=O)=O)=O bis-(6-maleimidocaproyl)valine